CC1=NC2=C(N1)C=CC(=C2)C2=CNC1=NC(=CC=C12)NC(=O)C1CC1 N-(3-(2-methyl-1H-benzo[d]imidazol-5-yl)-1H-pyrrolo[2,3-b]pyridin-6-yl)cyclopropanecarboxamide